BrC=1C=CC=C2C(CCOC12)(C)C=1N=C(NC1)C=1C=C(OC=2C(=C3C=CNC3=C(C2F)F)F)C=CC1F 5-[3-[4-(8-bromo-4-methyl-chroman-4-yl)-1H-imidazol-2-yl]-4-fluoro-phenoxy]-4,6,7-trifluoro-1H-indole